FC(C(C#CC1=CC=CC=C1)=C)(F)F (3-(trifluoromethyl)but-3-en-1-yn-1-yl)benzene